4-(1H-imidazol-1-yl)-N-(6-oxaspiro[3.4]octan-2-yl)picolinamide N1(C=NC=C1)C1=CC(=NC=C1)C(=O)NC1CC2(C1)COCC2